N=S1(CCN(CC1)C1=CC(=C(C=C1)NC1=NC=C(C(=N1)N1C=CC2=CC=CC=C12)C)OC)=O N-[4-(1-imino-1-oxo-1,4-thiazinan-4-yl)-2-methoxy-phenyl]-4-indol-1-yl-5-methyl-pyrimidin-2-amine